NC=1NC=NN1 5-amino-4H-1,2,4-triazol